C(C)(=O)O[C@H]1C(OC2=CC=CC=C2)O[C@@H]([C@H]([C@@H]1OC(C)=O)OC(C)=O)C(=O)[O-] phenyl 2,3,4-tri-O-acetyl-D-glucopyranosiduronate